buteneic acid carbonate C(O)(O)=O.C(C=CC)(=O)O